(4-(2-(1-((3,4-difluorophenyl)carbamoyl)-2-methyl-5,6,7,8-tetrahydroindolizin-3-yl)-2-oxoacetamido)phenyl)boronic acid FC=1C=C(C=CC1F)NC(=O)C=1C(=C(N2CCCCC12)C(C(=O)NC1=CC=C(C=C1)B(O)O)=O)C